2-(4-chloro-3-fluorophenoxy)-N-(piperidin-4-ylmethyl)acetamide 2,2,2-trifluoroacetate FC(C(=O)O)(F)F.ClC1=C(C=C(OCC(=O)NCC2CCNCC2)C=C1)F